(5-(4-(tert-butyl)phenyl)-1-methyl-1H-1,2,4-triazol-3-yl)(8-azaspiro[4.5]dec-8-yl)methanone C(C)(C)(C)C1=CC=C(C=C1)C1=NC(=NN1C)C(=O)N1CCC2(CCCC2)CC1